C(C1=CC=CC=C1)OC(=O)C12CC(C1)(C2)N2CCC(CC2)CC2CCNCC2 3-[4-(4-piperidinylmethyl)-1-piperidinyl]bicyclo[1.1.1]pentane-1-carboxylic acid benzyl ester